Cl.CC1(CCC(C=2C3=CC=CC=C3NC12)=O)CN1C(=NC=C1)C 1,2,3,9-tetrahydro-methyl-{(2-methylimidazol-1-yl)methyl}-4-oxocarbazole hydrochloride